C(C1=CC=CC=C1)OC=1C(=C(C=C(C1F)C(F)(F)F)C1=NN(C2=CC(=CC(=C12)F)Br)C)F 3-(3-(Benzyloxy)-2,4-difluoro-5-(trifluoromethyl)phenyl)-6-bromo-4-fluoro-1-methyl-1H-indazole